N-(4-(2-(2-(4,4-difluoropiperidin-1-yl)-6-methylpyrimidin-4-yl)-2H-1,2,3-triazol-4-yl)-3-(6-azaspiro[2.5]oct-6-yl)phenyl)-2-hydroxyethane-1-sulfonamide FC1(CCN(CC1)C1=NC(=CC(=N1)N1N=CC(=N1)C1=C(C=C(C=C1)NS(=O)(=O)CCO)N1CCC2(CC2)CC1)C)F